(S)-3-fluoro-5-(3-(3-fluoro-5-neopentylpyridin-4-yl)phenyl)-5,8,8-trimethyl-7,8,9,10-tetrahydrobenzo[b][1,8]naphthyridin-6(5H)-one FC1=CC=2[C@](C3=C(NC2N=C1)CC(CC3=O)(C)C)(C)C3=CC(=CC=C3)C3=C(C=NC=C3CC(C)(C)C)F